F[C@@H]1CNCC[C@H]1CN1CCC(CC1)C1=CC=C2C(=NN(C2=C1)C)C1C(NC(CC1)=O)=O 3-(6-(1-(((3S,4S)-3-fluoropiperidin-4-yl)methyl)piperidin-4-yl)-1-methyl-1H-indazol-3-yl)piperidine-2,6-dione